4-(benzylamino)-8-bromoisoquinoline-3-carboxylic acid methyl ester COC(=O)C=1N=CC2=C(C=CC=C2C1NCC1=CC=CC=C1)Br